[I-].C[NH3+] MethylAmmonium Iodide